(R,2R,2'R)-2,2'-((2-methylterephthaloyl)bis(azanediyl))bis(2-((R)-quinuclidin-3-yl)acetic acid) CC1=C(C(=O)N[C@@H](C(=O)O)[C@H]2CN3CCC2CC3)C=CC(=C1)C(=O)N[C@@H](C(=O)O)[C@H]1CN3CCC1CC3